C(C)(C)(C)OC(=O)N1C(C2=CC=CC=C2C1)CNC1=C(NC=C1)C(=O)OCC (((2-(ethoxycarbonyl)-1H-pyrrol-3-yl)amino)methyl)isoindoline-2-carboxylic acid tert-butyl ester